C(C)(C)(C)OC(=O)N[C@H](C(=O)OCC1=CC=CC=C1)CCSCCC1=CC=CC=C1 (S)-benzyl 2-((tert-butoxycarbonyl)amino)-4-(phenethylthio)butanoate